{4-[6-(2,3-dihydro-benzo[1,4]dioxin-5-yl)-2-methoxy-pyridin-3-ylamino]-phenyl}-acetic acid O1CCOC2=C1C=CC=C2C2=CC=C(C(=N2)OC)NC2=CC=C(C=C2)CC(=O)O